N-[(2-Amino-3-pyridyl)sulfonyl]-6-(6-methyl-3-pyridyl)-2-[(4S)-2,2,4-trimethylpyrrolidin-1-yl]pyridin-3-carboxamid NC1=NC=CC=C1S(=O)(=O)NC(=O)C=1C(=NC(=CC1)C=1C=NC(=CC1)C)N1C(C[C@@H](C1)C)(C)C